CC=1NC=2C[C@H](CC(C2[C@@H](C1C(=O)OCC1OCCC1)C1=CC(=CC=C1)[N+](=O)[O-])=O)C=1SC=CC1 tetrahydro-2-furanylmethyl (4S,7R)-2-methyl-4-(3-nitrophenyl)-5-oxo-7-(2-thienyl)-1,4,5,6,7,8-hexahydro-3-quinolinecarboxylate